tert-butyl 4-(5-bromo-3-fluoro-4-(methoxycarbonyl)pyridin-2-yl)piperazine-1-carboxylate BrC=1C(=C(C(=NC1)N1CCN(CC1)C(=O)OC(C)(C)C)F)C(=O)OC